CC12C(CC(CC1)(O2)C(C)C)OCC2=C(C=CC=C2)C (±)-1-methyl-4-(1-methylethyl)-2-[(2-methylphenyl)methoxy]-7-oxabicyclo[2.2.1]heptane